[(6,6'-diphenyl[1,1'-binaphthalene]-2,2'-diyl)bis(oxy[1,2'-binaphthalene]-7,3-diyl)]dimethanol C1(=CC=CC=C1)C=1C=C2C=CC(=C(C2=CC1)C1=C(C=CC2=CC(=CC=C12)C1=CC=CC=C1)OC1=CC=C2C=C(C=C(C2=C1)C1=CC2=CC=CC=C2C=C1)CO)OC1=CC=C2C=C(C=C(C2=C1)C1=CC2=CC=CC=C2C=C1)CO